tert-butyl 3-[[2-[6-chloro-5-(hydroxymethyl)-2-methyl-3-oxo-pyridazin-4-yl]acetyl]amino]-3-(trifluoromethyl)pyrrolidine-1-carboxylate ClC=1C(=C(C(N(N1)C)=O)CC(=O)NC1(CN(CC1)C(=O)OC(C)(C)C)C(F)(F)F)CO